(S)-3-(3,4-difluorophenyl)-1-isobutyl-1-(2-oxo-4-(trifluoromethyl)-2,5,6,7-tetrahydro-1H-cyclopenta[b]pyridin-5-yl)urea FC=1C=C(C=CC1F)NC(N([C@H]1CCC=2NC(C=C(C21)C(F)(F)F)=O)CC(C)C)=O